(S)-5-amino-N-(cyclopropylmethyl)-N-(6-(trifluoromethyl)-2,3-dihydrobenzofuran-3-yl)benzo[c][2,6]naphthyridin-9-carboxamide NC1=NC2=C(C3=CN=CC=C13)C=C(C=C2)C(=O)N([C@@H]2COC1=C2C=CC(=C1)C(F)(F)F)CC1CC1